3-[6-[[4-(morpholinomethyl)phenyl]methyl]-2-oxo-benzo[cd]indol-1-yl]piperidine-2,6-dione O1CCN(CC1)CC1=CC=C(C=C1)CC=1C=2C3=C(C(N(C3=CC1)C1C(NC(CC1)=O)=O)=O)C=CC2